COC(=O)[C@H]1[C@@H]2C[C@H]([C@@H]1C(=O)OC)C=C2 endo,exo-5,6-dimethoxycarbonylnorbornene